ClC=1C=C(C=CC1)NC=1N(C2=NC(=NC=C2N1)NC1(CCOCC1)C)C1CCC(CC1)CN1CCOCC1 N8-(3-chlorophenyl)-N2-(4-methyltetrahydro-2H-pyran-4-yl)-9-((1S,4S)-4-(morpholinomethyl)cyclohexyl)-9H-purine-2,8-diamine